C(C=C)OC(C(C)O)S(=O)(=O)O 1-(allyloxy)-2-hydroxypropane-1-sulfonic acid